COC(=O)C1=CC(=CC=2N(C(=NC21)C)C(=O)OC(C)(C)C)C2=CC=C(C=C2)OS(=O)(=O)C(F)(F)F 2-methyl-6-(4-trifluoromethanesulfonyl-oxy-phenyl)-benzimidazole-1,4-dicarboxylic acid 1-tert-butyl ester 4-methyl ester